FC1=C(C=C(C=C1)N1C(=C(C2=C(C=CC=C12)O)C1=CC(=C(C(=O)O)C=C1)O)C1CCOCC1)C 4-[1-(4-fluoro-3-methyl-phenyl)-4-hydroxy-2-tetrahydropyran-4-yl-indol-3-yl]-2-hydroxy-benzoic acid